O=C1OCCC1NC(=O)C1C[C@@H](CCC1C(C)C)C N-(R)-2-Oxotetrahydrofuran-3-yl-(1R,2S,5R)-p-menthan-3-carboxamid